FC1=CC(=C(C=C1C=1C=NC=C(C1)C)NC(=O)C1=CNC(C=C1C(F)(F)F)=O)N1C[C@H](N([C@H](C1)C)C)C |r| N-[4-fluoro-5-(5-methylpyridin-3-yl)-2-[rac-(3R,5S)-3,4,5-trimethylpiperazin-1-yl]phenyl]-6-oxo-4-(trifluoromethyl)-1H-pyridine-3-carboxamide